C(C1=CC=CC=C1)OC(=O)N[C@H]1C[C@H](N(C1)C(=O)OCCCC)CCCC(=O)OC butyl (2R,4S)-4-(((benzyloxy)carbonyl)amino)-2-(4-methoxy-4-oxobutyl)pyrrolidine-1-carboxylate